O1C=CN(CCC1)C(=O)OCC1=CC=CC=C1 Benzyl 6,7-dihydro-1,4-oxazepine-4(5H)-carboxylate